CON(C(C=P(C1=CC=CC=C1)(C1=CC=CC=C1)C1=CC=CC=C1)=O)C N-methoxy-N-methyl-2-(triphenyl-λ5-phosphanylidene)acetamide